pyrazolo[1,5-a]pyridin-7(4H)-one N1=CC=C2N1C(C=CC2)=O